C(C)(C)OC(=O)N1N=C2N(C(N(CC2=C1)C1CCN(CC1)C1=C(C=CC=C1C)F)=O)CC1=C(C=CC=C1)C(F)(F)F 5-[1-(2-fluoro-6-methyl-phenyl)-piperidin-4-yl]-6-oxo-7-(2-trifluoromethyl-benzyl)-4,5,6,7-tetrahydro-pyrazolo[3,4-d]pyrimidine-2-carboxylic acid isopropyl ester